eicosanoic acid sodium salt [Na+].C(CCCCCCCCCCCCCCCCCCC)(=O)[O-]